5-bromo-N-[(3S)-3-(hydroxymethyl)-5-oxo-2,3,4,5-tetrahydropyrido[3,2-f][1,4]oxazepin-7-yl]-2-methoxybenzenesulfonamide BrC=1C=CC(=C(C1)S(=O)(=O)NC1=CC=2C(N[C@H](COC2N=C1)CO)=O)OC